[N+](=O)([O-])C=1C=C(C(=O)OC)C=CC1[C@@H](C)N(C(C(F)(F)F)=O)C (R)-methyl 3-nitro-4-(1-(2,2,2-trifluoro-N-methylacetamido)-ethyl)benzoate